4-amino-7-chloro-N,1-dimethyl-N-((5-(trifluoromethyl)-2-pyridinyl)methyl)-1H-pyrazolo[4,3-c]quinoline-8-carboxamide NC1=NC=2C=C(C(=CC2C2=C1C=NN2C)C(=O)N(CC2=NC=C(C=C2)C(F)(F)F)C)Cl